2-isopropyl-5-ethylphenol C(C)(C)C1=C(C=C(C=C1)CC)O